CC=1SC=CC1C(=O)NC1=C(C=C(C=C1)S(N[C@H](C)C1CCNCC1)(=O)=O)C (R)-2-methyl-N-(2-methyl-4-(N-(1-(piperidin-4-yl)ethyl)sulfamoyl)phenyl)thiophene-3-carboxamide